N1C=C(C2=CC=CC=C12)C(C1=CC(=CC=C1)C)C1=CNC2=CC=CC=C12 bis(indol-3-yl)-3-methyl-phenylmethane